BrC=1C(=CC(=NC1)NC1=NC2=C(C=CC=C2C=C1)Cl)C(F)(F)F N-(5-Bromo-4-(trifluoromethyl)pyridin-2-yl)-8-chlorochinolin-2-amin